C1=CC=CC=2SC3=C(C21)C=CC=C3 dibenzothiole